(S)-6-(2-((methylsulfonyl)methyl)morpholino)quinoline-4-carboxylic acid tert-butyl ester C(C)(C)(C)OC(=O)C1=CC=NC2=CC=C(C=C12)N1C[C@H](OCC1)CS(=O)(=O)C